OC1=C(C(=CC(=C1)C(F)(F)F)C)C=1C=CC=2C(N1)=NN(C2C)C[C@@H]2CC(NC2)=O (4R)-4-[[6-[2-hydroxy-6-methyl-4-(trifluorometh-yl)phenyl]-3-methyl-pyrazolo[3,4-b]pyridin-2-yl]methyl]pyrrolidin-2-one